bis(trimethyl-phenylammonium) citraconate C(\C(\C)=C/C(=O)[O-])(=O)[O-].C[N+](C1=CC=CC=C1)(C)C.C[N+](C1=CC=CC=C1)(C)C